C(C)(C)(C)OC(=O)N1C(C2=C(C=CC(=C2C1)C1=CN=C2N1C=CC=C2)NC2=NC=C(C=C2)N2CCN(CC2)C)=O 4-(imidazo[1,2-a]pyridin-3-yl)-7-((5-(4-methylpiperazin-1-yl)pyridin-2-yl)amino)-1-oxoisoindoline-2-carboxylic acid tert-butyl ester